3-(3-(2-amino-2-oxoethyl)phenyl)propanoic acid NC(CC=1C=C(C=CC1)CCC(=O)O)=O